C(C=C)CP(OC(C#C)(C)C)([O-])=O (1,1-dimethyl-2-propynyl) (2-propenyl)methylphosphonate